[Cl-].[Cl-].C(=O)C1=CC=C(C=C1)N1C=CC(C=C1)=C1C=CN(C=C1)C1=CC=C(C=C1)C=O 1,1'-bis(4-formylphenyl)-4,4'-bipyridine dichloride salt